5-amino-2-methyl-2-(1-methyl-7-nitro-1H-indazol-3-yl)-5-oxopentanoic acid NC(CCC(C(=O)O)(C1=NN(C2=C(C=CC=C12)[N+](=O)[O-])C)C)=O